N1C=NC=C1CC=1SC=C(N1)[C@H](CC1=CC=C(C=C1)[N+](=O)[O-])N (S)-1-(2-((1H-imidazol-5-yl)methyl)thiazol-4-yl)-2-(4-nitrophenyl)ethanamine